7-(1-(4-(Ammoniomethyl)phenoxy)ethyl)-3-(3-fluoro-4-((methylsulfonyl)methyl)phenyl)-1H-indole-2-carboxylate [NH3+]CC1=CC=C(OC(C)C=2C=CC=C3C(=C(NC23)C(=O)[O-])C2=CC(=C(C=C2)CS(=O)(=O)C)F)C=C1